piperazine-1-carbonyl-benzonitrile N1(CCNCC1)C(=O)C1=C(C#N)C=CC=C1